FC(C=1C=C(C=CC1)CNC(C(=O)N)=O)(F)F N'-{[3-(trifluoromethyl)phenyl]methyl}ethanediamide